N1C(NC=2C=NC=3C=CC=CC3C21)=O 1H-imidazo[4,5-c]Quinolin-2(3H)-one